C(=O)[O-].C[NH3+] methylammonium format